C(C)(C)(CC)CC(C(=O)OO)(C)C.C(C(C)(C)C)(=O)OOC(C)(C)C t-butyl peroxypivalate tert-amyl-peroxypivalate